C1=CC(=C2C(=C1)NC3=C(C=CC=C3N2)C(=O)[O-])C(=O)[O-] The molecule is a dicarboxylic acid dianion obtained by deprotonation of the carboxy groups of 5,10-dihydrophenazine-1,6-dicarboxylic acid; major species at pH 7.3. It is a conjugate base of a 5,10-dihydrophenazine-1,6-dicarboxylic acid.